5-bromo-8-ethyl-8,9-dihydropyrazino[1',2':1,5]pyrrolo[2,3-d]pyrimidin-4-amine BrC1=C2N(C=3N=CN=C(C31)N)CC(N=C2)CC